O=C1NC(CCC1N1C(C2=CC=CC(=C2C1=O)NCC=1C=NN(C1)[C@H]1CC(N(CC1)C(=O)OC(C)(C)C)(C)C)=O)=O tert-butyl (4R)-4-[4-[[[2-(2,6-dioxo-3-piperidyl)-1,3-dioxo-isoindolin-4-yl]amino]methyl]pyrazol-1-yl]-2,2-dimethyl-piperidine-1-carboxylate